(R)-3-(8-(2,3-difluorophenyl)-6-azaspiro[3.4]octane-6-carbonyl)-1,2,4-oxadiazol-5(4H)-one FC1=C(C=CC=C1F)[C@@H]1CN(CC12CCC2)C(=O)C2=NOC(N2)=O